2-(2-((2S,6S)-2,6-dimethyl-1-((6-methylpyridin-3-yl)methyl)-4-(pyridin-2-yl)piperidin-4-yl)ethyl)-5-fluoropyridine C[C@@H]1N([C@H](CC(C1)(C1=NC=CC=C1)CCC1=NC=C(C=C1)F)C)CC=1C=NC(=CC1)C